3',5'-dichloro-5-((methylamino)methyl)-[1,1'-biphenyl]-3-ol ClC=1C=C(C=C(C1)Cl)C1=CC(=CC(=C1)CNC)O